N1C(C=CC=2C(CCCC12)=O)=O 7,8-dihydroquinoline-2,5(1H,6H)-dione